5-[3-[4-[(4S)-8-Bromo-4-methyl-chroman-4-yl]-1H-imidazol-2-yl]-4-fluoro-phenoxy]-4,6,7-trifluoro-1H-indole BrC=1C=CC=C2[C@@](CCOC12)(C)C=1N=C(NC1)C=1C=C(OC=2C(=C3C=CNC3=C(C2F)F)F)C=CC1F